(Z)-N-(3-methylthiazol-2(3H)-ylidene)-1H-pyrrolo[2,3-b]pyridine-3-carboxamide CN1/C(/SC=C1)=N/C(=O)C1=CNC2=NC=CC=C21